CC1(CNC2=CC(=CC=C12)C1=C(C(=NC=C1)NCC1=CC=NC=C1)C(=O)N)C (2,3-dihydro-3,3-dimethyl-1H-indol-6-yl)-2-[(4-pyridinylmethyl)amino]-3-pyridinecarboxamide